6-bromo-N-methoxy-2-naphthamide BrC=1C=C2C=CC(=CC2=CC1)C(=O)NOC